COC(=O)C=1C=CC=2C3=C(NC2C1)C=C(N=C3NC3CCC(CC3)N)CC3=CSC=C3 1-(((1r,4r)-4-Aminocyclohexyl)amino)-3-(thien-3-ylmethyl)-5H-pyrido[4,3-b]indole-7-carboxylic acid methyl ester